C(C)(C)(C)N1C(N=C2C(C1=O)=CC=CN2CC=2C=NC(=CC2)Cl)=O 3-(tert-butyl)-8-((6-chloropyridin-3-yl)methyl)pyrido[2,3-d]pyrimidine-2,4(3H,8H)-dione